ClC=1C=C(OCC(C(=O)OC(C)(C)C)=C)C=C(C1)NC(NCC=1C=C2CN(C(C2=CC1)=O)C1C(NC(CC1)=O)=O)=O tert-butyl 2-[[3-chloro-5-[[2-(2,6-dioxo-3-piperidyl)-1-oxo-isoindolin-5-yl]methylcarbamoylamino]phenoxy]methyl]prop-2-enoate